C1(=CC=CC=C1)P(=O)(C1=CC=CC2=CC=CC(=C12)P(=O)(C1=CC=CC=C1)C1=CC=CC=C1)C1=CC=CC=C1 1,8-bis(diphenylphosphinyl)naphthalene